2-(3,4-dihydroxy-phenethyl)-8-hydroxyquinoline-7-carboxylic acid OC=1C=C(CCC2=NC3=C(C(=CC=C3C=C2)C(=O)O)O)C=CC1O